[O-2].[Al+3].[Si+4].[Fe+2] iron-silicon-aluminum oxide